C(C)N1CCN(CC1)C1=NC2=CC=C(C=C2C(=C1)C)NC(=S)N1CCC(CC1)N1CCCCC1 N-(2-(4-ethylpiperazin-1-yl)-4-methylquinolin-6-yl)-[1,4'-bipiperidine]-1'-carbothioamide